CC(CCCCCCCCCCCCC)CC(CCCCCCCCCCCCCCCC)C 14,16-dimethyldotriacontane